Bisphenol fluorenediacrylate C=1(C(=CC=C2C3=CC=CC=C3CC12)C=CC(=O)O)C=CC(=O)O.C1(=CC=CC=C1)O.C1(=CC=CC=C1)O